(S)-1-cyano-N-(5-(4-cyano-3-fluorophenyl)thiazol-2-yl)pyrrolidine-3-carboxamide C(#N)N1C[C@H](CC1)C(=O)NC=1SC(=CN1)C1=CC(=C(C=C1)C#N)F